N1CC(C1)N1C(C[C@H](C1)C1=C(C(=CC=C1OCOC)Cl)Cl)=O (4S)-1-(azetidin-3-yl)-4-[2,3-dichloro-6-(methoxymethoxy)phenyl]Pyrrolidin-2-one